4-(8-chloro-5,6-dihydro-11H-benzo[5,6]cyclohepta[1,2-B]pyridin-11-ylidene)-1-piperidinecarboxylic acid ethyl ester C(C)OC(=O)N1CCC(CC1)=C1C2=C(CCC=3C1=NC=CC3)C=C(C=C2)Cl